C1(CCCCC1)C(C)NS(=O)(=O)C=1C=CC(=C(C(=O)O)C1)F 5-(N-(1-cyclohexylethyl)sulfamoyl)-2-fluorobenzoic acid